isopropyl-2H-pyrazole C(C)(C)N1N=CC=C1